C(=CCCCCCCCCCCCCCCCC)NCCC(=O)[O-].[Na+] sodium β-octadecenylaminopropionate